[C@@]12(C(=O)CC(CC1)C2(C)C)C (S)-(+)-camphor